C(C)(C)(C)OC(=O)N\C(\C(=O)OC)=C\C1=CN=CO1 methyl (E)-2-(tert-butoxycarbonylamino)-3-oxazol-5-yl-prop-2-enoate